O1COC2=C1C=CC(=C2)CC2=NC=1N(C=C(NC1CC1=CC=CC=C1)C1=CC(=CC=C1)O)C2=O (benzo[d][1,3]dioxol-5-ylmethyl)-8-benzyl-6-(3-hydroxyphenyl)imidazo[1,2-a]pyrazin-3(7H)-one